glucosamine copper [Cu].OC1[C@H](N)[C@@H](O)[C@H](O)[C@H](O1)CO